ethyl 3-ethylsulfanylimidazo[1,2-a]pyrimidine-2-carboxylate C(C)SC1=C(N=C2N1C=CC=N2)C(=O)OCC